C(C)(C)(C)C=1N(C=CN1)CC1=CC=C(C=C1)C1=C(C=CC(=C1)CC(C)C)S(=O)(=O)[N-]C(=O)OC.[K+] Potassium ((4'-((2-(tert-butyl)-1H-imidazol-1-yl)methyl)-5-isobutyl-[1,1'-biphenyl]-2-yl)sulfonyl)(methoxycarbonyl)amide